2-isopropoxy-pyrimidin-4-amine C(C)(C)OC1=NC=CC(=N1)N